(S)-3-(4-fluoro-2',5,6'-trimethylbiphenyl-3-yl)-3-((S)-2-(5-(2-(3-(fluoromethyl)azetidin-1-yl)ethyl)-2-oxo-4-(trifluoromethyl)pyridin-1(2H)-yl)-4-methylpentanamido)propanoic acid FC1=C(C=C(C=C1C)C1=C(C=CC=C1C)C)[C@H](CC(=O)O)NC([C@H](CC(C)C)N1C(C=C(C(=C1)CCN1CC(C1)CF)C(F)(F)F)=O)=O